4-(6-bromo-7-methyl-3H-imidazo[4,5-b]pyridine-3-yl)-2-butyl-8-chloro-2-methyl-2H-benzo[e][1,3]oxazine BrC=1C(=C2C(=NC1)N(C=N2)C2=NC(OC1=C2C=CC=C1Cl)(C)CCCC)C